C(C)(C)(C)OC(N(C(=O)OC(C)(C)C)C1=C(C=C(C(=C1)Br)CBr)[N+](=O)[O-])=O N-[5-bromo-4-(bromomethyl)-2-nitro-phenyl]-N-tert-butoxycarbonyl-carbamic acid tert-butyl ester